NC=1C(=NC(=C(N1)C1=CC(=CC=C1)F)C=1C=CC=2N(C1)C(=CN2)C)C(=O)NC[C@@H]2N(CCC2)C 3-amino-5-(3-fluorophenyl)-6-[3-methylimidazo[1,2-a]pyridin-6-yl]-N-[[(2R)-1-methylpyrrolidin-2-yl]methyl]pyrazine-2-carboxamide